4-Benzyloxy-2-[2-[2-[[tert-butyl(dimethyl)silyl]oxymethyl]-3,4-difluoro-phenoxy]-4-methyl-5-(trifluoromethyl)-3-pyridyl]-1,6-naphthyridine-5-carbonitrile C(C1=CC=CC=C1)OC1=CC(=NC=2C=CN=C(C12)C#N)C=1C(=NC=C(C1C)C(F)(F)F)OC1=C(C(=C(C=C1)F)F)CO[Si](C)(C)C(C)(C)C